C(C)OC(CC([C@@H](CNC(=O)OCC1C2=CC=CC=C2C=2C=CC=CC12)C(C)C)=O)=O 9H-fluoren-9-ylmethyl {[(2R)-5-ethoxy-3,5-dioxo-2-(prop-2-yl) pentyl] amino}methanoate